(8-benzyloxy-1-oxaspiro[4.5]decan-3-yl) methanesulfonate CS(=O)(=O)OC1COC2(C1)CCC(CC2)OCC2=CC=CC=C2